4-(6-(trifluoromethyl)-1,2,3,4-tetrahydroquinolin-2-yl)benzenesulfonamide 2,3-dibromopropyl-fumarate BrC(C/C(/C(=O)O)=C\C(=O)O)CBr.FC(C=1C=C2CCC(NC2=CC1)C1=CC=C(C=C1)S(=O)(=O)N)(F)F